C(#N)CC1(CN(C1)C(=O)[O-])N1C[C@H]2N(CC1)C[C@@H](C2)F 3-(cyanomethyl)-3-((7R,8aS)-7-fluorohexahydropyrrolo[1,2-a]pyrazin-2(1H)-yl)azetidine-1-carboxylate